(S)-1-acryloyl-N-((S)-5-(2-(2-aminopyridin-3-yl)-5-(1H-pyrazol-1-yl)-3H-imidazo[4,5-b]pyridin-3-yl)-2,3-dihydro-1H-inden-1-yl)pyrrolidine-2-carboxamide C(C=C)(=O)N1[C@@H](CCC1)C(=O)N[C@H]1CCC2=CC(=CC=C12)N1C(=NC=2C1=NC(=CC2)N2N=CC=C2)C=2C(=NC=CC2)N